dicyclopentylethyl-phosphine C1(CCCC1)C(CP)C1CCCC1